FC=1C=C2C(=CC=NC2=CC1)NC1=CC(=CC(=C1)N1N=CC=C1)OC 6-Fluoro-N-(3-Methoxy-5-(1H-pyrazol-1-yl)phenyl)quinolin-4-amine